benzotriazol-1-yloxytripyrrolidin-1-yl-phosphonium hexafluorophosphate F[P-](F)(F)(F)(F)F.N1(N=NC2=C1C=CC=C2)O[P+](N2CCCC2)(N2CCCC2)N2CCCC2